ClC=1C=C2C(=NC1)NC=C2CC=2C=CC(=NC2F)NCC=2C=NC(=C(C2)F)OC [5-(5-Chloro-1H-pyrrolo[2,3-b]pyridin-3-ylmethyl)-6-fluoro-pyridin-2-yl]-(5-fluoro-6-methoxy-pyridin-3-ylmethyl)-amine